BrC1=C2C=NN(C2=CC(=C1CCO)Cl)C1OCCCC1 2-(4-Bromo-6-chloro-1-(tetrahydro-2H-pyran-2-yl)-1H-indazol-5-yl)ethan-1-ol